CN(C(CCCCCCCCC(=O)O)=O)C 10-(dimethylamino)-10-oxodecanoic acid